(1S-cis)-1-[(3,4-dimethoxyphenyl)-methyl]-1,2,3,4-tetrahydro-6,7-dimethoxy-2-methyl-2-carboxymethylethyl-isoquinoline benzenesulfonate C1(=CC=CC=C1)S(=O)(=O)O.COC=1C=C(C=CC1OC)CC(C(CC(=O)O)C)[C@@H]1NCCC2=CC(=C(C=C12)OC)OC